2-(p-tolyloxy)-1-(4-(5-(trifluoromethyl)-1,2,4-oxadiazol-3-yl)phenyl)ethan-1-one C1(=CC=C(C=C1)OCC(=O)C1=CC=C(C=C1)C1=NOC(=N1)C(F)(F)F)C